1-(3-butene-1-oxy)-3-(3-butyn-1-oxy)-2-propanol C(CC=C)OCC(COCCC#C)O